dimethylhydroxybutyl peroxypivalate C(C(C)(C)C)(=O)OOCCCC(O)(C)C